Cl.COCC1CNC1 3-(methoxymethyl)azetidine hydrochloride